(allylamino)-3-benzyloxy-N2-[(1S)-1-methylallyl]-4-oxo-N5-[(2,4,6-trifluorophenyl)methyl]pyridine-2,5-dicarboxamide C(C=C)NC1=C(C(C(C(=N1)C(=O)N[C@H](C=C)C)OCC1=CC=CC=C1)=O)C(=O)NCC1=C(C=C(C=C1F)F)F